Br.FC(C1=CC=C(CCN)C=C1)(F)F 4-trifluoromethyl-phenethylamine hydrobromide